NC1=C(C=C(C=C1)NC(=N)N)[N+](=O)[O-] 1-(4-amino-3-nitrophenyl)guanidine